ClC1=CC=C(C=N1)CN1N=C2N(CCCC2)C1=O (5S)-2-[(6-Chloropyridin-3-yl)methyl]-3-oxo-2,3,5,6,7,8-hexahydro[1,2,4]triazolo[4,3-a]pyridin